fluoro-2-(hydroxymethyl)-6-azaspiro[2.5]octane-6-carboxylic acid tert-butyl ester C(C)(C)(C)OC(=O)N1CCC2(C(C2F)CO)CC1